cis-6-chloro-2-(2-(2-chlorophenyl)-3,4,6,7-tetrahydro-5H-imidazo[4,5-c]pyridin-5-yl)-2,3-dihydro-1H-inden-1-ol ClC1=CC=C2C[C@@H]([C@@H](C2=C1)O)N1CC2=C(CC1)N=C(N2)C2=C(C=CC=C2)Cl